(1S,3S,4S)-N-[(1S)-2-amino-2-oxo-1-[[(3S)-2-oxo-3-piperidyl]methyl]ethyl]-2-(7-chloro-4-fluoro-1H-indole-2-carbonyl)-5,5-difluoro-2-azabicyclo[2.2.2]octane-3-carboxamide NC([C@H](C[C@H]1C(NCCC1)=O)NC(=O)[C@H]1N([C@@H]2CC([C@H]1CC2)(F)F)C(=O)C=2NC1=C(C=CC(=C1C2)F)Cl)=O